BrCCCCN1C2=C(C(=C(C1=O)C)O)C=NN2C2=C(C=C(C=C2)F)O 7-(4-bromobutyl)-1-(4-fluoro-2-hydroxy-phenyl)-4-hydroxy-5-methyl-pyrazolo[3,4-b]pyridin-6-one